disodium bis-(3-sulfopropyl) disulfide S(=O)(=O)(O)CCCSSCCCS(=O)(=O)O.[Na].[Na]